C(CCCCCCCCCCCCC)OP(=O)(OCCCCCCCCCCCCCC)OCCCCCCCCCCCCCC.ClC1=C(C=C(C=C1)F)C1(NC(C2=C1C(=CC1=C(N(N=C21)C)OC(F)F)NC(C2=CC(=CC(=C2)F)C(F)(F)F)=O)=O)O N-[6-(2-chloro-5-fluorophenyl)-3-[(difluoromethyl)oxy]-6-hydroxy-2-methyl-8-oxo-7,8-dihydro-6H-pyrrolo[4,3-G]indazol-5-yl]-5-fluoro-3-(trifluoromethyl)benzamide trimyristyl-phosphate